COC(=O)CNCCC[Si](OC)(C)C N-(methoxycarbonyl)methyl-3-aminopropyl-dimethyl-methoxysilane